ClC1=C(C=O)C(=CC=N1)C1=C(C=CC(=C1)F)F 2-chloro-4-(2,5-difluorophenyl)nicotinaldehyde